6-[2-(4,4-dimethylthiochroman-6-yl)ethynyl]Pyridine-3-carboxylic acid ethyl ester C(C)OC(=O)C=1C=NC(=CC1)C#CC=1C=C2C(CCSC2=CC1)(C)C